ClC1=C(C=CC(=C1)Cl)OS(=O)(=O)C1=CC=CC=C1 benzenesulfonic acid 2,4-dichlorophenyl ester